FC1=C(N=C2N(C1=O)C=CC=C2)C=2C=NC(=C(C2)F)OC fluoro-2-(5-fluoro-6-methoxypyridin-3-yl)-4H-pyrido[1,2-a]pyrimidin-4-one